N-(2-ethoxybenzyl)-1-(2,5-dimethoxy-4-chlorophenyl)-2-aminoethane C(C)OC1=C(CNCCC2=C(C=C(C(=C2)OC)Cl)OC)C=CC=C1